NC1=C2C(=NC=N1)N(N=C2C=2C=CC1=C(N=C(O1)N)C2)C2CCN(CC2)C(=O)OCCCC butyl 4-(4-amino-3-(2-aminobenzo[d]oxazol-5-yl)-1H-pyrazolo[3,4-d]pyrimidin-1-yl)piperidine-1-carboxylate